ClC1=C(C=C(C=C1)F)[Mg]Cl (2-chloro-5-fluorophenyl)magnesium chloride